2-cyclohexylethyl-boronic acid C1(CCCCC1)CCB(O)O